3,4-Dihydro-2H-benzo[1,4]oxazine O1CCNC2=C1C=CC=C2